1-(7-octyl-9H-carbazole-2-yl)-N1-phenyl-benzene-1,4-diamine C(CCCCCCC)C1=CC=C2C=3C=CC(=CC3NC2=C1)C1(CC=C(C=C1)N)NC1=CC=CC=C1